2-[2-(1,1-difluoroethyl)-4,6-dimethylpyrimidin-5-yl]sulfonyl-6-(2-oxaspiro[3.3]heptan-6-ylmethyl)-2,6-diazaspiro[3.3]heptane FC(C)(F)C1=NC(=C(C(=N1)C)S(=O)(=O)N1CC2(C1)CN(C2)CC2CC1(COC1)C2)C